ClC=1C(=NC(=NC1)NC1=C(C=C(C=C1)C1CCN(CC1)C)OC(F)F)NC1=C(SC=C1)C(=O)N 3-((5-chloro-2-((2-(difluorometh-oxy)-4-(1-methylpiperidin-4-yl)-phenyl)amino)pyrimidin-4-yl)-amino)thiophene-2-carboxamide